N-(4-chlorobenzyl)-7-((1-((3-hydroxy-2-methylbutan-2-yl)sulfonyl)cyclopropyl)methyl)-8-oxo-5,6,7,8-tetrahydroimidazo[1,5-a]pyrazine-3-carboxamide ClC1=CC=C(CNC(=O)C2=NC=C3N2CCN(C3=O)CC3(CC3)S(=O)(=O)C(C)(C(C)O)C)C=C1